(R)-7-amino-2-ethyl-N-(7-(piperazin-1-yl)chroman-3-yl)thieno[2,3-b]pyrazine-6-carboxamide NC1=C(SC2=NC=C(N=C21)CC)C(=O)N[C@H]2COC1=CC(=CC=C1C2)N2CCNCC2